C1(CC1)C1=NC=NC(=C1C1=NC(=C2NC=NC2=N1)NCC1=CC=C(C=C1)N1N=C(C=C1C(C)C)C(F)(F)F)OC 2-(4-cyclopropyl-6-methoxypyrimidin-5-yl)-N-(4-(5-isopropyl-3-(trifluoromethyl)-1H-pyrazol-1-yl)benzyl)-7H-purin-6-amine